2-chloro-N-(3,4-dimethylisoxazol-5-yl)-N-(methoxymethyl)pyridine-3-sulfonamide ClC1=NC=CC=C1S(=O)(=O)N(COC)C1=C(C(=NO1)C)C